4-(4-(4-((2,6-dioxa-8-azaspiro[3.5]non-7-en-7-yl)amino)-2,6-difluorophenoxy)-1H-pyrrolo[2,3-b]pyridin-3-yl)-N-(2-methoxyethyl)-N-methylbenzamide C1OCC12COC(=NC2)NC2=CC(=C(OC1=C3C(=NC=C1)NC=C3C3=CC=C(C(=O)N(C)CCOC)C=C3)C(=C2)F)F